SCCSCCSCCSCCS 2-(2-mercaptoethylthio)ethylsulfide